BrC=1C=C(C=C(C1O)Br)C(=O)N1C=2C(OCC1)=CN(N2)C (3,5-dibromo-4-hydroxyphenyl)(2-methyl-5,6-dihydropyrazolo[4,3-b][1,4]oxazin-7(2H)-yl)methanone